3-(1-methyl-6-(((3R,4S)-3-methylpiperidin-4-yl)amino)-1H-indazol-3-yl)piperidine-2,6-dione hydrochloride Cl.CN1N=C(C2=CC=C(C=C12)N[C@@H]1[C@@H](CNCC1)C)C1C(NC(CC1)=O)=O